FC1=C(C=CC(=C1)C1=NN(C=N1)C1=CC=C(C=C1)OC(F)(F)F)NC(=O)\N=C\1/SCC(N1C1=C2COC(C2=CC=C1)=O)=O (Z)-1-(2-Fluoro-4-(1-(4-(trifluoromethoxy)phenyl)-1H-1,2,4-triazol-3-yl)phenyl)-3-(4-oxo-3-(1-oxo-1,3-dihydroisobenzofuran-4-yl)thiazolidin-2-ylidene)urea